COC1=C(C#N)C=C(C(=N1)N1CC=2C=C(C=NC2CC1)C(F)(F)F)C 2-methoxy-5-methyl-6-(3-(trifluoromethyl)-7,8-dihydro-1,6-naphthyridin-6(5H)-yl)nicotinonitrile